BrC=1C=C(C=2N(C1)C(=C(N2)I)CO)F {6-bromo-8-fluoro-2-iodoimidazo[1,2-a]pyridin-3-yl}methanol